N-((1S)-1-(4-chlorocyclohexyl)-2-((4-((S)-2-methoxy-1-((S)-2-oxo-4-(trifluoromethyl)imidazolidin-1-yl)ethyl)pyridin-2-yl)amino)-2-oxoethyl)-4-methyl-1,2,5-oxadiazole-3-carboxamide ClC1CCC(CC1)[C@@H](C(=O)NC1=NC=CC(=C1)[C@@H](COC)N1C(N[C@@H](C1)C(F)(F)F)=O)NC(=O)C1=NON=C1C